[NH2+]1CC(C1)CNC(OC(C)(C)C)=O tert-butyl N-(azetidin-1-ium-3-ylmethyl)carbamate